O1C(COCC1)COC1=C(C=C(C=C1)C=1C=C(C(NC1C(F)(F)F)=O)C(=O)N)C#N 5-(4-((1,4-Dioxan-2-yl)methoxy)-3-cyanophenyl)-2-oxo-6-(trifluoromethyl)-1,2-dihydropyridine-3-carboxamide